(2R)-2-amino-N-[(1R)-1-(2-fluoro-5-methoxyphenyl)propyl]-3-hydroxypropanamide N[C@@H](C(=O)N[C@H](CC)C1=C(C=CC(=C1)OC)F)CO